[C@]1([C@H](O)[C@H](O)[C@@H](CO)O1)(N1C=NC=2C(N)=NC=NC12)C(C(CC(=O)[O-])(O)C(=O)[O-])C(=O)[O-] adenosine-citrate